CN(C1=CC=C(S1)\C=C\1/C(=NOC1=O)C(=O)OCCCC)C butyl (E)-4-((5-(dimethylamino)thiophen-2-yl)methylene)-5-oxo-4,5-dihydroisoxazole-3-carboxylate